BrC=1C=C2C(=C(C(N(C2=CC1F)C)=O)C#N)N1CCC(CC1)C=1OC2=C(N1)C=C(C=C2)C 6-bromo-7-fluoro-1-methyl-4-[4-(5-methyl-1,3-benzoxazol-2-yl)piperidin-1-yl]-2-oxo-1,2-dihydroquinoline-3-carbonitrile